1-(2-phenylbenzo[d]oxazol-6-yl)-3-(2-(trifluoromethyl)phenyl)urea C1(=CC=CC=C1)C=1OC2=C(N1)C=CC(=C2)NC(=O)NC2=C(C=CC=C2)C(F)(F)F